CC(C[C@H]1CC[C@H]2[C@@](O1)(C[C@@H](O2)CCS(=O)(=O)C2=CC=CC=C2)CO)=C=C ((2R,3aR,5R,7aS)-5-(2-methylbut-2,3-dien-1-yl)-2-(2-(phenylsulfonyl)ethyl)hexahydro-3aH-furo[3,2-b]Pyran-3a-yl)methanol